ClC1=C(N=C(C=2C(N3[C@@H](COC21)CN(CC3)C(=O)OC(C)(C)C)=O)OC)C3=C(C=CC=C3O)F tert-butyl (6aR)-4-chloro-3-(2-fluoro-6-hydroxyphenyl)-1-methoxy-12-oxo-6a,7,9,10-tetrahydro-12H-pyrazino[2,1-c]pyrido[3,4-f][1,4]oxazepine-8(6H)-carboxylate